BrC=1C(=NN(C1)C(C)C)C#N 4-bromo-1-isopropylpyrazole-3-carbonitrile